ClC1=C(C=CC=C1C1=NC=CC(=C1Cl)C1=NC(=C(C=C1)CNC[C@@H]1NC(CC1)=O)OC)NC(=O)C=1SC(=CN1)CNCCO (R)-N-(2-chloro-3-(3'-chloro-6-methoxy-5-((((5-oxopyrrolidin-2-yl)methyl)amino)methyl)-[2,4'-bipyridin]-2'-yl)phenyl)-5-(((2-hydroxyethyl)amino)methyl)thiazole-2-carboxamide